C(#N)C=1C(=C(C=CC1)C=1OC2=C(C=C(C=C2C(C1C)=O)C)[C@@H](C)NC1=C(C(=O)O)C=CC=C1)F 2-[[(1R)-1-[2-(3-Cyano-2-fluoro-phenyl)-3,6-dimethyl-4-oxo-chromen-8-yl]ethyl]amino]benzoic acid